8-chloro-1-phenyl-2-(trifluoromethyl)-3H-cyclopenta[c]quinolin-3-one ClC1=CC=2C3=C(C=NC2C=C1)C(C(=C3C3=CC=CC=C3)C(F)(F)F)=O